1,3-di(N-methylimidazolyl)propane 1,4-naphthalenediformate C1(=CC=C(C2=CC=CC=C12)C(=O)O)C(=O)O.CN1C(=NC=C1)CCCC=1N(C=CN1)C